(R)-(3-Fluorophenyl)(4-(2-(pyridin-3-yl)ethyl)-7-azabicyclo[2.2.1]heptan-1-yl)methanol dihydrochloride Cl.Cl.FC=1C=C(C=CC1)[C@@H](O)C12CCC(CC1)(N2)CCC=2C=NC=CC2